O=[V+2].C(C(=O)[O-])(=O)[O-] oxalic acid oxovanadium(IV) salt